(S)-N-(3-aminopropyl)-1-(4,6-bis(trifluoromethyl)pyridin-2-yl)-N-(3-chloro-4-fluorophenyl)pyrrolidine-2-carboxamide NCCCN(C(=O)[C@H]1N(CCC1)C1=NC(=CC(=C1)C(F)(F)F)C(F)(F)F)C1=CC(=C(C=C1)F)Cl